C(CCCCC)(=O)OCC(O)CO Glycerol monocaproate